tert-butyl 6-(1-(1H-benzo[d]imidazol-2-yl)ethyl)-3,4-dihydroquinoline-1(2H)-carboxylate N1C(=NC2=C1C=CC=C2)C(C)C=2C=C1CCCN(C1=CC2)C(=O)OC(C)(C)C